N[C@@H]1[C@@H](OCC12CCN(CC2)C2=NC1=C(C=3N2C=CN3)C(=CN1CO)C1=CC=CC3=CC=CC=C13)C (5-((3S,4S)-4-amino-3-methyl-2-oxa-8-azaspiro[4.5]decan-8-yl)-9-(naphthalen-1-yl)-7H-imidazo[1,2-c]pyrrolo[3,2-e]pyrimidin-7-yl)methanol